6-[[5-fluoro-3-(2,2,2-trifluoroethoxy)-2-pyridyl]oxy]-1,5-dimethyl-N-(4-methyl-1,1-dioxo-thian-4-yl)imidazo[4,5-b]pyridine-2-carboxamide FC=1C=C(C(=NC1)OC=1C=C2C(=NC1C)N=C(N2C)C(=O)NC2(CCS(CC2)(=O)=O)C)OCC(F)(F)F